5-Chloro-1H-indole-2-carboxylic acid [2-(cis-3,4-dihydroxy-pyrrolidin-1-yl)-2-oxo-ethyl]-amide O[C@@H]1CN(C[C@@H]1O)C(CNC(=O)C=1NC2=CC=C(C=C2C1)Cl)=O